N-(3-hydroxy-2,6-dimethyl-phenyl)-2-[(6-methoxypyrazolo[1,5-a]pyridin-2-yl)amino]thiazole-5-carboxamide OC=1C(=C(C(=CC1)C)NC(=O)C1=CN=C(S1)NC1=NN2C(C=CC(=C2)OC)=C1)C